COC1=CC=C(C=C1)N(C1=CC=C(C=C1)C=1OC2=C(C1)C=CC(=C2)C=O)C2=CC=C(C=C2)OC 2-(4-(bis(4-methoxyphenyl)amino)phenyl)benzofuran-6-carbaldehyde